2,4-di-tert-butylphenyl-phosphite C(C)(C)(C)C1=C(C=CC(=C1)C(C)(C)C)OP([O-])[O-]